phenyl (5-(1-methylcyclopropyl)pyridin-2-yl)carbamate CC1(CC1)C=1C=CC(=NC1)NC(OC1=CC=CC=C1)=O